ClC1=C(C(=O)NC2=C3C=NN(C3=CC=C2)C2=CC(=CC=C2)C(F)(F)F)C=C(C=C1)CNC(C(CO)(C)C)=O 2-Chloro-5-{[(3-hydroxy-2,2-dimethylpropionyl)amino]methyl}-N-{1-[3-(trifluoromethyl)phenyl]-1H-indazol-4-yl}benzamide